COC(C=O)(C)C 2-methoxy-2-methylpropan-1-one